FC(C(=O)O)(F)F.ONC(C=C)=O N-hydroxyacrylamide 2,2,2-trifluoroacetate